mannitol C([C@@H](O)[C@@H](O)[C@H](O)[C@H](O)CO)O